(S)-4-(3-(benzyloxy)propoxy)butan-2-yl methanesulfonate CS(=O)(=O)O[C@@H](C)CCOCCCOCC1=CC=CC=C1